ClC1=C(C=C(C=C1)F)C1N(C(C2=CC(=CC(=C12)NC(C1=CC(=CC(=C1)C(F)(F)F)F)=O)C1=CN(C(C=C1)=O)C)=O)CC1=CC=C(C=C1)OC N-[3-(2-chloro-5-fluorophenyl)-2-[(4-methoxyphenyl)methyl]-6-(1-methyl-6-oxo-1,6-dihydropyridin-3-yl)-1-oxo-2,3-dihydro-1H-isoindol-4-yl]-3-fluoro-5-(trifluoromethyl)benzamide